ClC=1N=C(NC(C1)OC)N 4-chloro-6-methoxy-1,6-dihydropyrimidin-2-amine